ClC=1C=CC=C2C=CC=C(C12)C1CC=2N=C(N=C(C2CO1)N1C[C@@H](N(CC1)C(=O)OC(C)(C)C)CC#N)OC1CCN(CC1)C tert-butyl (2S)-4-(7-(8-chloronaphthalen-1-yl)-2-((1-methyl piperidin-4-yl)oxy)-7,8-dihydro-5H-pyrano-[4,3-d]pyrimidin-4-yl)-2-(cyanomethyl)piperazine-1-carboxylate